C(CN([C@@H](CCC(=O)[O-])C(=O)[O-])CC(=O)[O-])(=O)[O-].[Na+].[Na+].[Na+].[Na+] TETRASODIUM GLUTAMATE DIACETATE